BrC=1N=C(N(C1)C)C(F)(F)F 4-Bromo-1-Methyl-2-(Trifluoromethyl)Imidazole